(5-chloro-4-[6-(methoxymethyl)-5-oxa-8-azaspiro[3.5]nonan-8-yl]pyrimidin-2-ylamino)benzenesulfonamide ClC=1C(=NC(=NC1)NC1=C(C=CC=C1)S(=O)(=O)N)N1CC(OC2(CCC2)C1)COC